C1(CC1)C(=O)NC1=CC(=C(N=N1)C(=O)NC([2H])([2H])[2H])NC1=C(C(=CC=C1)C1=NN(C=N1)CC#C)OC 6-(Cyclopropanecarboxamido)-4-((2-methoxy-3-(1-(prop-2-yn-1-yl)-1H-1,2,4-triazole-3-yl)phenyl)amino)-N-(methyl-d3)pyridazine-3-carboxamide